CC=1N(C(=CC1)C)C1=NN2C(C(=C(C=C2)B2OC(C(O2)(C)C)(C)C)C)=N1 2-(2,5-dimethyl-1H-pyrrol-1-yl)-8-methyl-7-(4,4,5,5-tetramethyl-1,3,2-dioxaborolan-2-yl)-[1,2,4]triazolo[1,5-a]pyridine